rel-N-(5-((2R,4R)-4-((2-methylpyridin-3-yl)oxy)tetrahydrofuran-2-yl)-1H-pyrazol-3-yl)pyrazolo[1,5-a]pyrazin-4-amine CC1=NC=CC=C1O[C@@H]1C[C@@H](OC1)C1=CC(=NN1)NC=1C=2N(C=CN1)N=CC2 |o1:8,10|